C1(=CC=CC=C1)C(C)N1/C(/SC=C1)=N/C(=O)C1=CNC2=NC=CC=C21 (Z)-N-(3-(1-phenylethyl)thiazol-2(3H)-ylidene)-1H-pyrrolo[2,3-b]pyridine-3-carboxamide